nonadecyl carbamate C(N)(OCCCCCCCCCCCCCCCCCCC)=O